O[C@@H]1C[C@H](C1)C(=O)OC trans-methyl 3-hydroxycyclobutanecarboxylate